2-((R)-3-((2-cyclopropoxyethyl)(5-(5,6,7,8-tetrahydro-1,8-naphthyridin-2-yl)pentyl)amino)pyrrolidin-1-yl)-2-(3-fluoro-5-isopropyl-2-methoxyphenyl)acetic acid C1(CC1)OCCN([C@H]1CN(CC1)C(C(=O)O)C1=C(C(=CC(=C1)C(C)C)F)OC)CCCCCC1=NC=2NCCCC2C=C1